FC1=CC=CC=2N=C(SC21)N(CCC2=CC=C(C=C2)OC)CC2=CC=C(C(=O)N[C@H](C(C)C)C(=O)O)C=C2 (4-(((7-fluorobenzo[d]thiazol-2-yl)(4-methoxyphenethyl)amino)-methyl)benzoyl)-D-valine